NC1=NC(=NC=2N1N=C(N2)C=2OC=CC2C)N2CC(CCC2)CN2CCN(CC2)C2=C(C=C(C#N)C=C2)F 4-(4-((1-(7-amino-2-(3-methylfuran-2-yl)-[1,2,4]triazolo[1,5-a][1,3,5]triazin-5-yl)piperidin-3-yl)methyl)piperazin-1-yl)-3-fluorobenzonitrile